C(C)O\N=C(\C1=NC(=C(C=C1)S(NC)(=O)=O)C=1SC=C(N1)C1=CC=CC=C1)/N (Z)-N'-ethoxy-5-(N-methylsulfamoyl)-6-(4-phenylthiazol-2-yl)picolinimidamide